CN1N=C(C=C1)[C@H]1[C@@H](CC1)C=1NC(C2=C(N1)N(N=C2C#N)[C@@H](C)C=2C=NC(=CC2)C(F)(F)F)=O 6-((1R,2R)-2-(1-methyl-1H-pyrazol-3-yl)cyclobutyl)-4-oxo-1-((S)-1-(6-(trifluoromethyl)-pyridin-3-yl)ethyl)-4,5-dihydro-1H-pyrazolo[3,4-d]pyrimidine-3-carbonitrile